ClC=1C=C(C=CC1F)NC(=O)C=1N(C(=C2C1CCC2=NO)C2CC2)C N-(3-chloro-4-fluorophenyl)-3-cyclopropyl-4-(hydroxyimino)-2-methyl-2,4,5,6-tetrahydrocyclopenta[c]pyrrole-1-carboxamide